C[C@H]1N(CCCCC1)C=1C2=C(N=C(N1)OCC1(CC1)CO)CNC2 (R)-(1-(((4-(2-methylazepan-1-yl)-6,7-dihydro-5H-pyrrolo[3,4-d]pyrimidin-2-yl)oxy)methyl)cyclopropyl)methanol